FC1=CC=CC=2C(=N[C@@H](C(NC21)=O)NC(=O)C=2C(=NN1C2N=CC=C1)C=1C=NC(=CC1)OC)C1=CC=CC=C1 N-[(3S)-9-fluoro-2-oxo-5-phenyl-1,3-dihydro-1,4-benzodiazepine-3-Yl]-2-(6-methoxypyridin-3-yl)pyrazolo[1,5-a]pyrimidine-3-carboxamide